C(CCCCC)OC(CCCCCCCCCCC)=O dodecanoic acid n-hexyl ester